ClC=1C(=NC(=NC1)NCC1=CC=NC=C1)NC1=CC(=CC=C1)C(F)(F)F 5-chloro-N2-(pyridin-4-ylmethyl)-N4-(3-(trifluoromethyl)phenyl)pyrimidine-2,4-diamine